S1CCC(CC1)CC(=O)N (tetrahydro-2H-thiopyran-4-yl)acetamide